1,7-diamino-naphthalene NC1=CC=CC2=CC=C(C=C12)N